epsilon-caprolactone butanetetracarboxylate C(C(CC)C(=O)O)(C(=O)O)(C(=O)O)C(=O)O.C1(CCCCCO1)=O